NC=1N=C(SC1C(C1=CC=C(C=C1)OCC(=O)N(CC=1C=NC=CC1)C)=O)N(C1=CC=C(C=C1)F)C(C(=O)N)C (N-[4-Amino-5-[4-[2-[methyl(3-pyridylmethyl)amino]-2-oxoethoxy]benzoyl]thiazol-2-yl]-4-fluoroanilino)propanamid